C(C)(=O)C1=NN(C2=CC=C(C=C12)C=1C=NC(=NC1)C)CC(=O)N1[C@@H](C[C@@H](C1)F)C(=O)NC1=NC(=CC=C1)Br (2S,4S)-1-(2-(3-acetyl-5-(2-methylpyrimidin-5-yl)-1H-indazol-1-yl)acetyl)-N-(6-bromopyridin-2-yl)-4-fluoropyrrolidine-2-carboxamide